ethyl 2-(2-((5-bromo-7-(pyridin-2-ylmethoxy)benzofuran-3-yl)methoxy)phenyl)acetate BrC=1C=C(C2=C(C(=CO2)COC2=C(C=CC=C2)CC(=O)OCC)C1)OCC1=NC=CC=C1